8-fluoro-6,12-dioxo-6H,12H-indolo[2,1-b]quinazoline-2-carboxamidine FC=1C=C2C(C3=NC4=CC=C(C=C4C(N3C2=CC1)=O)C(=N)N)=O